trans-N-((1r,4r)-4-((5-chloro-4-(3-(2-oxopyridin-1(2H)-yl)phenyl)pyrimidin-2-yl)amino)cyclohexyl)acetamide ClC=1C(=NC(=NC1)N[C@@H]1CC[C@H](CC1)NC(C)=O)C1=CC(=CC=C1)N1C(C=CC=C1)=O